OC1=C(C(=CC=C1)O)O 2,6-dihydroxyphenol